[N-]=C=O.N=C=N (carbodiimide) Isocyanate